C1(CCC1)N1CCN(CC1)C1CCN(CC1)C1=C(C=C(C(=C1)OC)NC1=NC=NC(=C1)N1OCC[C@@H]1C1=C(C(=C(C=C1)F)F)F)NC(C=C)=O N-(2-(4-(4-cyclobutylpiperazine-1-yl)piperidine-1-yl)-4-methoxy-5-((6-((R)-3-(2,3,4-trifluorophenyl)isoxazolidine-2-yl)pyrimidine-4-yl)amino)phenyl)acrylamide